ClC1=NN(C(=C1S(=O)(=O)Cl)C)C([2H])([2H])[2H] 3-chloro-5-methyl-1-(methyl-d3)-1H-pyrazole-4-sulfonyl chloride